3,5-dihydroxyl-2-methyl-4H-pyran OC1=C(OC=C(C1)O)C